C(C)(C)C=1CCC2(C(CC=CC12)(C)C)C 3-Isopropyl-7,7,7a-trimethyl-2,6,7,7a-tetrahydro-1H-indene